C(#N)[C@H]1[C@@H](COCC1)N1N=C(C(=C1)C(=O)N)NC=1C=C(C2=C(COB2O)C1)F 1-[trans-4-cyanotetrahydro-2H-pyran-3-yl]-3-[(7-fluoro-1-hydroxy-3H-2,1-benzoxaborole-5-yl)amino]pyrazole-4-carboxamide